COC(=O)C1=CC=C2C(=N1)C=CN2 1H-pyrrolo[3,2-b]Pyridine-5-carboxylic acid methyl ester